C(C)OC(=O)C=1C=CC(=C2C=CC=NC12)Br 5-bromoquinoline-8-carboxylic acid ethyl ester